N1(CCOCC1)CC(=O)NC1=CC=C(C=C1)N1N=C2C(=CC=CC2=C1)C(=O)N 2-{4-[(morpholin-4-ylacetyl)amino]phenyl}-2H-indazole-7-carboxamide